2-((S)-1-(6-(5-(((S)-5-(cyclopropylmethyl)-2-oxooxazolidin-3-yl)methyl)-1-methyl-1H-1,2,3-triazol-4-yl)-2-ethylpyridin-3-yl)-5,5-difluoropiperidin-3-yl)acetic acid C1(CC1)C[C@H]1CN(C(O1)=O)CC1=C(N=NN1C)C1=CC=C(C(=N1)CC)N1C[C@H](CC(C1)(F)F)CC(=O)O